tert-Butyl 4-(3-(2,4-dioxotetrahydropyrimidin-1(2H)-yl)-1-methyl-1H-indazol-6-yl)-3,3-difluoropiperidine-1-carboxylate O=C1N(CCC(N1)=O)C1=NN(C2=CC(=CC=C12)C1C(CN(CC1)C(=O)OC(C)(C)C)(F)F)C